B(O)(O)O.N[C@@H](CC(C)C)C(=O)O L-leucine borate